4-chloro-1-[3-(4-phenylphenyl)oxetan-3-yl]indazole ClC1=C2C=NN(C2=CC=C1)C1(COC1)C1=CC=C(C=C1)C1=CC=CC=C1